C1(=CC=CC=C1)C=1NC2=CC=CC=C2C(C1)=O 2-phenyl-4(1H)-quinolinone